N-methyl-4-{[4-{[3-(methylsulfonyl)benzyl]amino}-5-(trifluoromethyl)pyrimidin-2-yl]amino}benzamide CNC(C1=CC=C(C=C1)NC1=NC=C(C(=N1)NCC1=CC(=CC=C1)S(=O)(=O)C)C(F)(F)F)=O